(RS)-1-methyl-2-nitro-3-[(3-tetrahydrofuryl)methyl]guanidine tert-butyl-(4-((methylamino)methyl)phenyl)carbamate C(C)(C)(C)N(C(O)=O)C1=CC=C(C=C1)CNC.CNC(=N[N+](=O)[O-])NC[C@@H]1COCC1 |r|